3-(benzyl-(ethyl)amino)propane-1-sulfonyl chloride C(C1=CC=CC=C1)N(CCCS(=O)(=O)Cl)CC